BrCCCCC(C(=O)OC(C)(C)C)(C)C Tert-butyl 6-bromo-2,2-dimethyl-hexanoate